4-amino-N-(4-(methoxymethyl)phenyl)-6-((6-methoxypyridin-3-yl)ethynyl)-7-(1-methylcyclopropyl)-7H-pyrrolo[2,3-d]pyrimidine-5-carboxamide NC=1C2=C(N=CN1)N(C(=C2C(=O)NC2=CC=C(C=C2)COC)C#CC=2C=NC(=CC2)OC)C2(CC2)C